BrC1=NC=C(C(=C1)N1C(C(=C(C=C1C)OCC1=NC=C(C=C1F)F)Cl)=O)C 2'-Bromo-3-chloro-4-((3,5-difluoropyridin-2-yl)methoxy)-5',6-dimethyl-2H-[1,4'-bipyridinyl]-2-one